6-[4-[[4-(5-Hydroxypyridin-3-yl)thiophen-2-yl]methyl]piperazin-1-yl]-N-[3-nitro-4-(2-phenylsulfanylethylamino)phenyl]sulfonylpyridazine-3-carboxamide OC=1C=C(C=NC1)C=1C=C(SC1)CN1CCN(CC1)C1=CC=C(N=N1)C(=O)NS(=O)(=O)C1=CC(=C(C=C1)NCCSC1=CC=CC=C1)[N+](=O)[O-]